Rac-(5aR,6S,7R,8S,8aS)-5a-(4-bromophenyl)-3-chloro-7-(methylsulfonyl)-6-phenyl-5a,6,7,8-tetrahydro-8aH-cyclopenta[4,5]furo[3,2-b]pyridine-8,8a-diol BrC1=CC=C(C=C1)[C@]12[C@](C3=NC=C(C=C3O1)Cl)([C@@H]([C@@H]([C@H]2C2=CC=CC=C2)S(=O)(=O)C)O)O |r|